The molecule is an N-acyl-15-methylhexadecasphing-4-enine-1-phosphocholine in which the acyl group has 25 carbons and 0 double bonds and is 2-hydroxylated. It derives from a 15-methylhexadecasphing-4-enine. CCCCCCCCCCCCCCCCCCCCCCCC(C(=O)N[C@@H](COP(=O)([O-])OCC[N+](C)(C)C)[C@@H](/C=C/CCCCCCCCCC(C)C)O)O